5-[(4S)-2,2-dimethyloxan-4-yl]-1-[(1R,5S,6R)-3,3-dioxo-6-(5-oxo-4,5-dihydro-1,2,4-oxadiazol-3-yl)-3λ6-thiabicyclo[3.1.0]hexan-6-yl]-1H-indole-2-carboxylic acid CC1(OCC[C@@H](C1)C=1C=C2C=C(N(C2=CC1)C1([C@H]2CS(C[C@@H]12)(=O)=O)C1=NOC(N1)=O)C(=O)O)C